BrC=1C=C(C(=O)N(C)C)C=C(C1O)F 3-bromo-5-fluoro-4-hydroxy-N,N-dimethylbenzamide